BrC=1C=C(OC(C1OC)=O)C(=O)NC=1SC(=NN1)N1N=CC=C1Cl 4-bromo-N-[5-(5-chloropyrazol-1-yl)-1,3,4-thiadiazol-2-yl]-5-methoxy-6-oxopyran-2-carboxamide